2-oxaspiro[3.3]heptane-6-carboxylic acid C1OCC12CC(C2)C(=O)O